C(C)O[Si](OC)(CC(C)C)OCC diethoxy(isobutyl)methoxysilane